N-(4-amino-3-fluorophenyl)benzamide NC1=C(C=C(C=C1)NC(C1=CC=CC=C1)=O)F